[3-(2,3-Epoxypropoxy)propyl]methyldiethoxysilane C(C1CO1)OCCC[Si](OCC)(OCC)C